FC=1C=C(C=CC1N1CCN(CC1)C)NC=O N-(3-fluoro-4-(4-methylpiperazin-1-yl)phenyl)carboxamide